C(C)C1(C(NC(CC1)=O)=O)C1=CC=C(C=C1)NC(C=C)=O N-(4-(3-ethyl-2,6-dioxopiperidin-3-yl)phenyl)acrylamide